ClC=1C=C2C(=CN(C2=CC1)CC1CC1)C1CCN(CC1)C(=O)N1C[C@@H]2[C@@H](OCC(N2)=O)CC1 |r| rac-cis-6-(4-(5-Chloro-1-(cyclopropylmethyl)-1H-indol-3-yl)piperidin-1-carbonyl)hexahydro-2H-pyrido[4,3-b][1,4]oxazin-3(4H)-on